(2S,5R)-4-(2-(4-fluorophenyl)propan-2-yl)-2,5-dimethylpiperazine-1-carboxylic acid tert-butyl ester C(C)(C)(C)OC(=O)N1[C@H](CN([C@@H](C1)C)C(C)(C)C1=CC=C(C=C1)F)C